N[C@@H](C(=O)N1[C@H](C[C@@H](CC1)OC1CCN(CC1)CC(=O)N1CCN(CC1)C(=O)C=1C=C(C=CC1F)CC1=NNC(C2=CC=CC=C12)=O)C)C1CCCCC1 4-[[3-[4-[2-[4-[[(2S,4R)-1-[(2R)-2-amino-2-cyclohexyl-acetyl]-2-methyl-4-piperidyl]oxy]-1-piperidyl]acetyl]piperazine-1-carbonyl]-4-fluoro-phenyl]methyl]-2H-phthalazin-1-one